5-(tert-butyl)benzo[b]thiophene-2-thiol C(C)(C)(C)C1=CC2=C(SC(=C2)S)C=C1